2-Chloro-6-((oxetan-3-ylmethyl)thio)-4-(4-(oxetan-3-yloxy)phenyl)pyridine-3,5-dicarbonitrile ClC1=NC(=C(C(=C1C#N)C1=CC=C(C=C1)OC1COC1)C#N)SCC1COC1